ClC1=NC(=CC(=N1)NC1=NC=NC2=CC(=C(C=C12)N)OC)N1CCOCC1 N-(2-chloro-6-morpholinopyrimidin-4-yl)-7-methoxyquinazoline-4,6-diamine